FC(C(=O)O)(F)F.CN(C1=CC=C2CCN(C2=C1)C(CN1C[C@H](NCC1)C)=O)C1=CC=CC=C1 1-[6-(Methyl-phenyl-amino)-2,3-dihydro-indol-1-yl]-2-((R)-3-methyl-piperazin-1-yl)-ethanone Trifluoroacetate salt